FC1(OC2=C(O1)C=CC(=C2)N2N=C(C=C2C(C)C)N2CCN(CC2)CCN2CCS(CC2)(=O)=O)F 4-[2-[4-[1-(2,2-difluoro-1,3-benzodioxol-5-yl)-5-isopropyl-pyrazol-3-yl]piperazin-1-yl]ethyl]-1,4-thiazinane 1,1-dioxide